tert-butyl 6-oxo-hexahydro-1H-pyrazino[1,2-a]pyrazine-2(6H)-carboxylate O=C1CNCC2N1CCN(C2)C(=O)OC(C)(C)C